COCCN1[C@@H]2CN([C@H](C1)C2)CCOCCN2CCN(CC2)CCO 2-(4-(2-(2-((1S,4S)-5-(2-methoxyethyl)-2,5-diazabicyclo[2.2.1]heptan-2-yl)ethoxy)ethyl)piperazin-1-yl)ethan-1-ol